2-(trimethoxysilyl)ethyl-glutaric acid anhydride CO[Si](CCC1C(=O)OC(CC1)=O)(OC)OC